C(=O)(OC(C)(C)C)NCCCCCC(=O)O 6-Bocaminocaproic acid